trans-5-(3-chlorophenyl)-6-(5-chloropyridin-2-yl)piperidin-2-one ClC=1C=C(C=CC1)[C@@H]1CCC(N[C@H]1C1=NC=C(C=C1)Cl)=O